4-((1S,2S)-2-(6-chloroimidazo[1,2-b]pyridazin-8-yl)cyclopropyl)-2-fluorobenzonitrile ClC=1C=C(C=2N(N1)C=CN2)[C@@H]2[C@H](C2)C2=CC(=C(C#N)C=C2)F